N(=O)SC[C@H](NC(CC[C@H](N)C(=O)O)=O)C(=O)NCC(=O)O S-nitrosyl-glutathione